CC=1N=NC=C(C1[C@@H](C)OC=1C=C2C(=NNC2=CC1)C=1C=C(C(=C(C#N)C1)OC)C)C 5-[5-[(1R)-1-(3,5-dimethylpyridazin-4-yl)ethoxy]-1H-indazol-3-yl]-2-methoxy-3-methyl-benzonitrile